1-bromo-8,8-dimethyl-10-pentyl-7,9,11-trioxa-8-silahenicosane BrCCCCCCO[Si](OC(OCCCCCCCCCC)CCCCC)(C)C